C(C)(C)(C)OC(=O)NCCC(CCOC=1C=C(C=CC1)CC(=O)O)(C)C 2-(3-((5-((tert-butoxycarbonyl)amino)-3,3-dimethylpentyl)oxy)phenyl)acetic acid